COC1=C2C(N(C(NC2=CC=C1)=O)C(C(=O)OC(C)(C)C)C)=O tert-butyl 2-(5-methoxy-2,4-dioxo-1H-quinazolin-3-yl)propanoate